(1s,4s)-4-(3-Chloroanilino)-2'-(3-methoxy-2-methylphenyl)spiro[cyclohexane-1,1'-indene]-4-carboxylic acid ClC=1C=C(NC2(CCC3(C(=CC4=CC=CC=C34)C3=C(C(=CC=C3)OC)C)CC2)C(=O)O)C=CC1